7-((S)-1-((2S,4r)-2-(aminomethyl)-6-oxo-5-oxa-7-azaspiro[3.4]oct-7-yl)ethyl)-3-(1H-pyrazol-4-yl)-1H-indole-2-carboxylic acid NCC1CC2(C1)OC(N(C2)[C@@H](C)C=2C=CC=C1C(=C(NC21)C(=O)O)C=2C=NNC2)=O